N-(6-(p-tolylamino)-1H-indazol-3-yl)benzamide C1(=CC=C(C=C1)NC1=CC=C2C(=NNC2=C1)NC(C1=CC=CC=C1)=O)C